FC(C1=CN=CC(=N1)OC1=CC=C(C#N)C=C1)(F)F 4-((6-(trifluoromethyl)pyrazin-2-yl)oxy)benzonitrile